ClC1=C2C3=C(N=CN=C3C=C1C1=C3C=NNC3=CC=C1C)N1[C@@H](CO2)CN(CC1)C(C=C)=O 1-[(8aR)-6-Chloro-5-(5-methyl-1H-indazol-4-yl)-8a,9,11,12-tetrahydropyrazino-[2',1':3,4][1,4]oxazepino[5,6,7-de]quinazolin-10(8H)-yl]prop-2-en-1-one